C(=O)(OC(C)(C)C)N[C@@H](CS)C(=O)O N-Boccysteine